N'-{(2S,3R)-1-(azetidine-1-carbonyl)-4,4-difluoro-2-[(2-fluoro[1,1'-biphenyl]-3-yl)methyl]pyrrolidin-3-yl}-N,N-dimethylsulfuric diamide N1(CCC1)C(=O)N1[C@H]([C@H](C(C1)(F)F)NS(N(C)C)(=O)=O)CC=1C(=C(C=CC1)C1=CC=CC=C1)F